(R)-5-(4-chlorophenyl)-7-methyl-3-(3-methyl-1H-indazol-5-yl)-5,6,7,8-tetrahydro-[1,2,4]triazolo[4,3-a]pyrazine ClC1=CC=C(C=C1)[C@@H]1CN(CC=2N1C(=NN2)C=2C=C1C(=NNC1=CC2)C)C